N-((1-(3,5-difluorobenzyl)cyclobutyl)methyl)-6-oxo-1,6-dihydropyridazine-3-carboxamide FC=1C=C(CC2(CCC2)CNC(=O)C2=NNC(C=C2)=O)C=C(C1)F